COC=1C=C(C=CC1)C1=CC(=CO1)C(=O)NC1=NC(=NS1)CC(=C(F)F)C 5-(3-methoxyphenyl)-N-(3-(3,3-difluoro-2-methylallyl)-1,2,4-thiadiazol-5-yl)furan-3-Formamide